S1C(=NC2=C1C=CC=C2)S(=O)(=O)CC2CC2 1-((Benzo[d]thiazol-2-ylsulfonyl)methyl)cyclopropane